(3,5-dichloro-4-((6-chloro-5-cyclopentylpyridazin-3-yl)oxy)phenyl)-3,5-dioxo-2,3,4,5-tetrahydro-1,2,4-triazine-6-carbonitrile ClC=1C=C(C=C(C1OC=1N=NC(=C(C1)C1CCCC1)Cl)Cl)N1N=C(C(NC1=O)=O)C#N